NC=1C(=NC(=C(N1)C(N[C@H](CO)C(=O)O)=O)N)C(N[C@H](CO)C(=O)O)=O 3,6-diamino-2,5-bis{N-[(1R)-1-carboxy-2-hydroxyethyl]carbamoyl}Pyrazine